ClC1=CC=C(C=C1)C1=NN=C(O1)C=1C=CC2=C(NC(=N2)C2=C(C=NC=C2Cl)Cl)C1 6-[5-(4-Chloro-phenyl)-[1,3,4]oxadiazol-2-yl]-2-(3,5-dichloro-pyridin-4-yl)-1H-benzoimidazole